C[Si](O[C@@H]1[C@H](C([C@H]([C@@H]([C@H]1O[Si](C)(C)C)O[Si](C)(C)C)C1=CC(=C(C=C1)Cl)CC1=CC=C(C=C1)OCC)=O)CO[Si](C)(C)C)(C)C (2R,3R,4R,5S,6S)-3,4,5-tris(trimethylsiloxy)-2-((trimethylsiloxy)methyl)-6-(4-chloro-3-(4-ethoxybenzyl)phenyl)cyclohexanone